2-methyl-8-methoxy-4-chloroquinoline-3-carboxylic acid ethyl ester C(C)OC(=O)C=1C(=NC2=C(C=CC=C2C1Cl)OC)C